6-bromo-2-(2,6-dioxopiperidin-3-yl)-1-oxoisoindoline-4-carboxylic acid BrC=1C=C(C=2CN(C(C2C1)=O)C1C(NC(CC1)=O)=O)C(=O)O